(6-bromo-3-(2-(pyrrolidin-1-yl)ethoxy)pyridin-2-yl)methanol BrC1=CC=C(C(=N1)CO)OCCN1CCCC1